N1CCC(CC1)CNC=1C(=C(C(=CC1)S(=O)(=O)N[C@H]1CNCC1)S(=O)(=O)N)C=1N=NNN1 (R)-4-((piperidin-4-ylmethyl)amino)-N1-(pyrrolidin-3-yl)-3-(2H-tetrazol-5-yl)benzene-1,2-disulfonamide